BrC1=C(N(N=C1)C)C=1C=C(C=CC1OC)NC(=O)NC1=CC(=CC=C1)C(C)O 1-[3-(4-Bromo-2-methyl-2H-pyrazol-3-yl)-4-methoxy-phenyl]-3-[3-(1-hydroxy-ethyl)-phenyl]-urea